C(#N)C=1C=C(OC2CN(CCC2)C(=O)OCCCC)C=CC1C butyl 3-(3-cyano-4-methylphenoxy)piperidine-1-carboxylate